tert-butyl (2R)-4-(7-(2-((tert-butoxycarbonyl)amino)-7-fluorobenzo[d]thiazol-4-yl)-6-chloro-3-cyano-8-fluoroquinolin-4-yl)-2-methylpiperazin-1-carboxylate C(C)(C)(C)OC(=O)NC=1SC2=C(N1)C(=CC=C2F)C2=C(C=C1C(=C(C=NC1=C2F)C#N)N2C[C@H](N(CC2)C(=O)OC(C)(C)C)C)Cl